N[C@@H]1CN(CC1)C1=NC(=NC2=C(C(=C(C=C12)Cl)C1=CC=CC2=C1N=C(S2)N)F)OC[C@H]2N(CCC2)C 4-(4-((S)-3-aminopyrrolidin-1-yl)-6-chloro-8-fluoro-2-(((S)-1-methylpyrrolidin-2-yl)methoxy)quinazolin-7-yl)benzo[d]thiazol-2-amine